COC(=O)C=1OC=CC1C(C)=O Acetylfuran-2-carboxylic acid methyl ester